C(CCCCCCCCCCCCCCCC)C1=C(C(OC2=CC(=CC=C12)O)=O)CCCCCCCC(=O)NC1=CC=CC=C1 4-heptadecyl-7-hydroxycoumarincaprylic acid anilide